7-(4-bromo-3-chloro-benzoyl)-N-[[4-(difluoromethoxy)phenyl]methyl]-2-(4-methoxyphenyl)-3-oxo-6,8-dihydro-5H-imidazo[1,5-a]pyrazine-1-carboxamide BrC1=C(C=C(C(=O)N2CC=3N(CC2)C(N(C3C(=O)NCC3=CC=C(C=C3)OC(F)F)C3=CC=C(C=C3)OC)=O)C=C1)Cl